2-((S)-1-acryloyl-4-(7-(5-chloroisoquinolin-4-yl)-2-((((2S,4R)-4-fluoro-1-methylpyrrolidin-2-yl)methoxy))pyridino[2,3-d]pyrimidin-4-yl)piperazin-2-yl)acetonitrile C(C=C)(=O)N1[C@H](CN(CC1)C=1C2=C(N=C(N1)OC[C@H]1N(C[C@@H](C1)F)C)N=C(C=C2)C2=CN=CC1=CC=CC(=C21)Cl)CC#N